3-cyclopentyl-1-(2,5-dimethyl-1H-pyrrol-3-yl)propan-1-one C1(CCCC1)CCC(=O)C1=C(NC(=C1)C)C